α-glycidoxyethylmethyl-diethoxysilane C(C1CO1)OC(C)[Si](OCC)(OCC)C